1,4-Butandiol diacetoacetat C(CC(=O)C)(=O)OCCCCOC(CC(=O)C)=O